Cl.C1(=CC=CC=C1)S(=O)(=O)NC(C1=CN=C(C=C1N1C(C[C@@H](C1)C)(C)C)N1N=C(C=C1)OCCC1(CC1)C(F)(F)F)=O (S)-N-(phenylsulfonyl)-6-(3-(2-(1-(trifluoromethyl)cyclopropyl)ethoxy)-1H-pyrazol-1-yl)-4-(2,2,4-trimethylpyrrolidin-1-yl)nicotinamide hydrochloride